(Z)-(4-(1-(4-(4-(4-(2-(2,6-dioxopiperidin-3-yl)-1-oxoisoindolin-5-yl)piperazine-1-carbonyl)piperazin-1-yl)phenyl)-2-phenylbut-1-en-1-yl)phenyl)boronic acid O=C1NC(CCC1N1C(C2=CC=C(C=C2C1)N1CCN(CC1)C(=O)N1CCN(CC1)C1=CC=C(C=C1)\C(=C(\CC)/C1=CC=CC=C1)\C1=CC=C(C=C1)B(O)O)=O)=O